BrC=1C=C2C(=CNC2=CC1)CCCBr 5-bromo-3-(3-bromopropyl)-1H-indole